1-propyl-3-methylimidazolium iodide [I-].C(CC)N1C=[N+](C=C1)C